FC1CN(C1)C=1C=C(C=C(C1)OC)C(C(=O)OC)OC methyl 2-[3-(3-fluoroazetidin-1-yl)-5-methoxy-phenyl]-2-methoxy-acetate